1,4,10,15-tetraoxo-2,5,9,14-tetraazahentriacontane-6,13,31-tricarboxylic acid O=CNCC(NC(CCNC(CCC(NC(CCCCCCCCCCCCCCCCC(=O)O)=O)C(=O)O)=O)C(=O)O)=O